(R)-1-(3-(3-chloro-4-(6-(1-methylcyclopropoxy)-9-((4-methylpyridin-2-yl)methyl)-9H-purin-8-yl)phenoxy)azetidin-1-yl)-2-hydroxypropan-1-one ClC=1C=C(OC2CN(C2)C([C@@H](C)O)=O)C=CC1C=1N(C2=NC=NC(=C2N1)OC1(CC1)C)CC1=NC=CC(=C1)C